NC1=C(C(=NC=C1C(=O)N)OC1=C(C=C(C=C1)C#N)OC)C1=C(C(=CC=C1C)O)C 4-amino-6-(4-cyano-2-methoxyphenoxy)-5-(3-hydroxy-2,6-dimethylphenyl)nicotinamide